2-((S)-1-(1-(5-(trifluoromethyl)pyrimidin-2-yl)piperidin-4-yl)ethoxy)-5-(6-(methylsulfonyl)pyridin-3-yl)thiazolo[5,4-b]pyridine FC(C=1C=NC(=NC1)N1CCC(CC1)[C@H](C)OC=1SC2=NC(=CC=C2N1)C=1C=NC(=CC1)S(=O)(=O)C)(F)F